C(C)OCCOC1CCN(CC1)C1=CC(=C(C=C1)NC1CC2(C1)CC(C2)N)C N2-(4-(4-(2-ethoxyethoxy)piperidin-1-yl)-2-methylphenyl)spiro[3.3]heptane-2,6-diamine